N-(4-(4-((4-fluoro-3-acrylamidophenyl)amino)-6-amino-1,3,5-triazin-2-yl)-2-methylbenzyl)-4-tert-butylbenzamide FC1=C(C=C(C=C1)NC1=NC(=NC(=N1)N)C1=CC(=C(CNC(C2=CC=C(C=C2)C(C)(C)C)=O)C=C1)C)NC(C=C)=O